C1(=CC=CC=C1)C1CC(N(CC1)C1=NC(=NN1)C1=CC=NC=C1)=O 4-phenyl-1-(3-(pyridin-4-yl)-1H-1,2,4-triazol-5-yl)piperidin-2-one